C(C)(C)N1N=CC(=C1C=1N=C(C=2C(N1)=CN(N2)C)N(CC2=CC=C(C=C2)C=2N(C=C(N2)C(F)(F)F)C)C)C 5-(1-isopropyl-4-methyl-1H-pyrazol-5-yl)-N,2-dimethyl-N-(4-(1-methyl-4-(trifluoromethyl)-1H-imidazol-2-yl)benzyl)-2H-pyrazolo[4,3-d]pyrimidin-7-amine